C(C1=CC=CC=C1)N1CCC=2N=C3C(=C(C2C1)C)CNC3=O 7-Benzyl-9-methyl-1,2,5,6,7,8-hexahydro-2,4,7-triaza-cyclopenta[b]naphthalen-3-one